N1(N=CC=C1)CC1=CC2=C(C(=NO2)NS(=O)(=O)C=2C(=CC=C3C(CCOC23)(F)F)F)C(=C1F)OC N-(6-((1H-pyrazol-1-yl)methyl)-5-fluoro-4-methoxybenzo[d]isoxazol-3-yl)-4,4,7-trifluorochroman-8-sulfonamide